5-(3-(5-methylpyridin-2-yloxy)pyrrolidin-1-yl)-2,2'-bipyridine-6-carbaldehyde CC=1C=CC(=NC1)OC1CN(CC1)C=1C=CC(=NC1C=O)C1=NC=CC=C1